C12(CC3CC(CC(C1)C3)C2)C2=CC(=C(C=C2CC2CO2)CC2CO2)C23CC1CC(CC(C2)C1)C3 1,3-bis(1-adamantyl)-4,6-bis(glycidyl)benzene